C(C1=CC=CC=C1)C=1C=NC(=NC1)N1CCN(CCC1)C=1C=NN2C1C=CC(=C2)C=2C=NN(C2)C 3-[4-(5-Benzylpyrimidin-2-yl)-1,4-diazepan-1-yl]-6-(1-methyl-1H-pyrazol-4-yl)pyrazolo[1,5-a]pyridine